C(C=C)(=O)OCCCCCCCCCCCC[Si](OC)(OC)OC acryloyloxydodecyl-trimethoxysilane